dimethyl 5-((tert-butoxycarbonyl)amino)-1,3-dimethyl-2-oxoindoline-3,6-dicarboxylate C(C)(C)(C)OC(=O)NC=1C=C2C(C(N(C2=CC1C(=O)OC)C)=O)(C(=O)OC)C